1,2-di(piperazine-1-yl)benzene N1(CCNCC1)C1=C(C=CC=C1)N1CCNCC1